4-(2-thienylethynyl)pyridine-3-amine S1C(=CC=C1)C#CC1=C(C=NC=C1)N